C(#N)N1CC(CCC1)(C(=O)NC=1N=NN(C1)C1=CC(=CC=C1)C#N)F 1-cyano-N-(1-(3-cyanophenyl)-1H-1,2,3-triazol-4-yl)-3-fluoropiperidine-3-carboxamide